COC(=O)[C@H]1NCC(C1)=C(F)F (S)-4-(difluoromethylene)pyrrolidine-2-carboxylic acid methyl ester